BrCC(C(=O)C1=CC=C(C=C1)Br)=O 3-bromo-1-(4-bromophenyl)propane-1,2-dione